di-(3,3,5-trimethyl hexanoyl) peroxide CC(CC(=O)OOC(CC(CC(C)C)(C)C)=O)(CC(C)C)C